BrC=1C=C(C=CC1C(=O)OC)C1C(CN(CC1)C1CC(C1)OC1CCN(CC1)C(=O)OC(C)(C)C)(F)F tert-butyl 4-[3-[4-(3-bromo-4-methoxycarbonyl-phenyl)-3,3-difluoro-1-piperidyl]cyclobutoxy]piperidine-1-carboxylate